COC1=NC=C(C=C1C(=O)N)NC(C(=O)N1[C@@H](CC[C@@H](C1)C)C=1C=NC(=CC1)NC)=O 2-methoxy-5-[[2-[(2S,5S)-5-methyl-2-[6-(methylamino)-3-pyridyl]-1-piperidyl]-2-oxo-acetyl]amino]pyridine-3-carboxamide